COC1=CC(=CC2=CN(N=C12)C1CCNCC1)C=1C=C(C=2N(N1)C=C(N2)C)C 6-(7-methoxy-2-(piperidin-4-yl)-2H-indazol-5-yl)-2,8-dimethylimidazo[1,2-b]pyridazine